N[C@H](C(=O)N1[C@@H](CCC1)C(=O)N[C@@H](CC1=NC=CC=C1)C1=CC=CC=C1)CC=1N=CNC1 (S)-1-((S)-2-amino-3-(1H-imidazol-4-yl)propionyl)-N-((S)-1-phenyl-2-(pyridin-2-yl)ethyl)pyrrolidine-2-carboxamide